2-[3,5-dimethyl-4-[2-(trifluoromethyl)-4-pyridyl]pyrazol-1-yl]-N-[5-(3-pyridyl)-2-pyridyl]acetamide CC1=NN(C(=C1C1=CC(=NC=C1)C(F)(F)F)C)CC(=O)NC1=NC=C(C=C1)C=1C=NC=CC1